8-(4-chloro-2-fluorophenyl)-6-[(2R,4S)-2-(2-methoxypyridin-4-yl)oxan-4-yl]-3-methyl-2-(trifluoromethyl)pyrimido[5,4-d]pyrimidin-4-one ClC1=CC(=C(C=C1)C1=NC(=NC2=C1N=C(N(C2=O)C)C(F)(F)F)[C@@H]2C[C@@H](OCC2)C2=CC(=NC=C2)OC)F